4-chloropyrrolo[2,3-d]Pyrimidine ClC1=C2C(NC=N1)=NC=C2